NC1=C2C(=NC=N1)N(N=C2C2=CC=C(C=C2)OC2=CC=CC=C2)[C@H]2CN(CCC2)C(\C=C\CN2CCOCC2)=O (E)-1-((R)-3-(4-amino-3-(4-phenoxyphenyl)-1H-pyrazolo[3,4-d]Pyrimidin-1-yl)piperidin-1-yl)-4-Morpholinobut-2-en-1-one